C1(CCCCC1)C1=CC=C(CN(C(=O)[C@@H]2CN(CC2)S(=O)(=O)C2=C(C(=C(C(=C2F)F)F)F)F)C2=CC(=C(C(=O)O)C=C2)O)C=C1 (S)-4-(N-(4-cyclohexylbenzyl)-1-((perfluorophenyl)sulfonyl)pyrrolidine-3-carboxamido)-2-hydroxybenzoic acid